3,3-diisopropoxypropylmethylphosphonic acid methyl ester COP(O)(=O)CCCC(OC(C)C)OC(C)C